2-{3-[(2R,6S)-2,6-Dimethylmorpholin-4-carbonyl]-5,6-dihydrocyclopenta[c]pyrazol-1(4H)-yl}-1-[4-(4-fluoro-2,3-dimethylphenyl)piperidin-1-yl]ethan-1-on C[C@@H]1CN(C[C@@H](O1)C)C(=O)C=1C2=C(N(N1)CC(=O)N1CCC(CC1)C1=C(C(=C(C=C1)F)C)C)CCC2